2-(2-chloro-6-methoxy-N-methylbenzamido)-5-oxo-5H-thieno[3,2-b]pyran-6-carboxylic acid ClC1=C(C(=O)N(C)C2=CC=3OC(C(=CC3S2)C(=O)O)=O)C(=CC=C1)OC